NC=1N=NC(=CC1N1CC2CCC(C1)N2C2=CC(=NC=C2)C#CCN2C1C(CC2)CC[C@H]1O)C1=C(C=CC=C1)O (6R)-1-[3-[4-[3-[3-amino-6-(2-hydroxyphenyl)pyridazin-4-yl]-3,8-diazabicyclo[3.2.1]octan-8-yl]-2-pyridyl]prop-2-ynyl]-3,3a,4,5,6,6a-hexahydro-2H-cyclopenta[b]pyrrol-6-ol